ClC=1C=C(C=CC1Cl)N=C=O 3,4-dichlorophenylisocyanate